ethyl 2-((4-fluoro-2-methylphenyl)amino)-5-(trifluoromethyl)-benzoate FC1=CC(=C(C=C1)NC1=C(C(=O)OCC)C=C(C=C1)C(F)(F)F)C